dihydro-1,3,4-thiadiazole S1CNN=C1